ClC1=C(C=CC=C1Cl)N1CCN(CC1)CC[C@@H]1CC[C@H](CC1)NC(OCCC)=O Propyl (trans-4-(2-(4-(2,3-dichlorophenyl)piperazin-1-yl)ethyl)cyclohexyl)carbamate